6-isopropyl-5-(8-methyl-[1,2,4]triazolo[1,5-a]pyridin-6-yl)-2-(1-((3-methyloxetan-3-yl)methyl)piperidin-4-yl)-4H-pyrrolo[3,2-d]thiazole C(C)(C)C1=C(NC2=C1N=C(S2)C2CCN(CC2)CC2(COC2)C)C=2C=C(C=1N(C2)N=CN1)C